C1(=CC=CC2=CC=CC=C12)C(C)N1C(CC(CC1)N(S(=O)(=O)C)CC(=O)NCC(NCC#C)=O)=O 2-(N-(1-(1-(naphthalen-1-yl)ethyl)-2-oxopiperidin-4-yl)methylsulfonamido)-N-(2-oxo-2-(prop-2-yn-1-ylamino)ethyl)acetamide